carbon manganese carbon [C].[Mn].[C]